8-methoxy-N-[(1R)-1-(5-methyl-1,3,4-oxadiazol-2-yl)ethyl]-6-(5-methylpyrimidin-2-yl)quinazolin-4-amine COC=1C=C(C=C2C(=NC=NC12)N[C@H](C)C=1OC(=NN1)C)C1=NC=C(C=N1)C